FC1=CC(=C(C=C1C=1C=NC(=NC1)N1CCOCC1)NC(=O)C1=CNC(C=C1C(F)(F)F)=O)N1[C@H]2CN([C@@H](C1)C2)C N-[4-fluoro-5-(2-morpholin-4-ylpyrimidin-5-yl)-2-[(1R,4R)-5-methyl-2,5-diazabicyclo[2.2.1]hept-2-yl]phenyl]-6-oxo-4-(trifluoromethyl)-1H-pyridine-3-carboxamide